tert-butyl N-(7-bromo-8-chloro-2,3-dihydro-[1,4]dioxino[2,3-b]pyridin-6-yl)-N-tert-butoxycarbonyl-carbamate BrC=1C(=C2C(=NC1N(C(OC(C)(C)C)=O)C(=O)OC(C)(C)C)OCCO2)Cl